(4aS,8aR)-6-[4-[[4-(trifluoromethyl)phenyl]methyl]piperidine-1-carbonyl]-4,4a,5,7,8,8a-hexahydropyrido[4,3-b][1,4]oxazin-3-one FC(C1=CC=C(C=C1)CC1CCN(CC1)C(=O)N1C[C@H]2[C@H](OCC(N2)=O)CC1)(F)F